3-(3-Chloro-4-fluorophenyl)-1-((1-oxo-1,2-dihydroisoquinolin-4-yl)methyl)-1-propylurea ClC=1C=C(C=CC1F)NC(N(CCC)CC1=CNC(C2=CC=CC=C12)=O)=O